NC1=NC=CC(=C1)C1=CNC=2N=CN=C(C21)NCC2=CC=CC(=N2)N2CC(CC2)O 1-(6-(((5-(2-aminopyridin-4-yl)-7H-pyrrolo[2,3-d]pyrimidin-4-yl)amino)methyl)pyridin-2-yl)pyrrolidin-3-ol